3-(6-(3-hydroxyprop-1-yn-1-yl)-1-oxoisoindolin-2-yl)piperidine-2,6-dione OCC#CC1=CC=C2CN(C(C2=C1)=O)C1C(NC(CC1)=O)=O